C(C)(=O)OC.C(C)(=O)OC 1,1-dimethyl diacetate